C(C=C)(=O)N1CCC2(C(N(C3=CC=CC=C3C2)C2=CC=C(C=C2)C(F)(F)F)=O)CC1 1-acryloyl-1'-(4-(trifluoro-methyl)phenyl)-1',4'-dihydro-2'H-spiro[piperidine-4,3'-quinolin]-2'-one